(3S)-1-[6-[[6-(Trifluoromethyl)-3-pyridyl]oxy]-2-azaspiro[3.3]heptane-2-carbonyl]pyrrolidine-3-carboxamide FC(C1=CC=C(C=N1)OC1CC2(CN(C2)C(=O)N2C[C@H](CC2)C(=O)N)C1)(F)F